C1(CC1)CC=1N=NN(N1)CC1=C(N=NN1C)C1=CC=C(C(=N1)C)O[C@@H]1C[C@H](CCC1)C(=O)O (1S,3S)-3-((6-(5-((5-(cyclopropylmethyl)-2H-tetrazol-2-yl)methyl)-1-methyl-1H-1,2,3-triazol-4-yl)-2-methylpyridin-3-yl)oxy)cyclohexane-1-carboxylic acid